C[C@@]12[C@](C([C@@H](CC1)C2)(C)C)(O)C |r| racemic-(1R,2R,4S)-1,2,3,3-tetramethylbicyclo[2.2.1]heptan-2-ol